CN(C1=CC(=C(C=C1)OC)NC([C@@H](N)CC1=CC=CC=C1)=O)C1=CC(OC2=CC=CC=C12)=O 4-(N-methyl-N-(3-L-phenylalanylamino-4-methoxyphenyl)-amino)-coumarin